2-((3-(4-fluoro-1H-pyrazol-3-yl)-1,2,4-oxadiazol-5-yl)methyl)-6-(6-hydroxypyridin-3-yl)quinazolin-4(1H)-one FC=1C(=NNC1)C1=NOC(=N1)CC=1NC2=CC=C(C=C2C(N1)=O)C=1C=NC(=CC1)O